1-cyclopropyl-N-[3-[3-methyl-1-(4-methyl-1,2,4-triazol-3-yl)cyclobutyl]phenyl]-5-[[(3S)-3-methylpiperidin-1-yl]methyl]-2-oxopyridine-3-carboxamide C1(CC1)N1C(C(=CC(=C1)CN1C[C@H](CCC1)C)C(=O)NC1=CC(=CC=C1)C1(CC(C1)C)C1=NN=CN1C)=O